O[C@H]1C[C@H]2[C@H]([C@H]([C@H]3[C@@H]4CC[C@H]([C@@H](CCC(=O)O)C)[C@]4([C@H](C[C@@H]3[C@]2(CC1)C)O)C)O)O 3α,6α,7α,12α-tetrahydroxy-5β-cholanoic acid